C(C)(C)(C)OC(=O)N1OCC[C@H]1C=1C=NC=C(C1)C#N (S)-3-(5-cyanopyridin-3-yl)isoxazolidine-2-carboxylic acid tert-butyl ester